Ethyl (1aR,5aR)-2-((Tetrahydro-2H-pyran-4-yl)methyl)-1a,2,5,5a-tetrahydro-1H-2,3-diaza-cyclopropa[a]pentalene-4-carboxylate O1CCC(CC1)CN1N=C(C=2C[C@@H]3[C@H](C12)C3)C(=O)OCC